FC(CC)(F)C=1C=C(C=NC1)N1C(C2=CC=CC=C2C1=O)=O 2-(5-(1,1-difluoropropyl)pyridin-3-yl)isoindoline-1,3-dione